FC1=C(C=CC=C1S(=O)(=O)C)NC1=NC=C(C(=N1)C1=CNC2=C(C=CC=C12)NC([C@H](COC)N1CCN(CCC1)C)=O)C (S)-N-(3-(2-((2-Fluoro-3-(methylsulfonyl)phenyl)amino)-5-methylpyrimidin-4-yl)-1H-indol-7-yl)-3-methoxy-2-(4-methyl-1,4-diazepan-1-yl)propanamid